4-(8-Amino-1-(2-fluoro-4-((4-(trifluoromethyl)pyridin-2-yl)carbamoyl)phenyl)imidazo[1,5-a]pyrazin-3-yl)cuban NC=1C=2N(C=CN1)C(=NC2C2=C(C=C(C=C2)C(NC2=NC=CC(=C2)C(F)(F)F)=O)F)C21C3C4C5C(C24)C1C53